N-{[4-(benzenesulfonyl)phenyl]methyl}-1H-imidazo[4,5-c]pyridine-2-carboxamide C1(=CC=CC=C1)S(=O)(=O)C1=CC=C(C=C1)CNC(=O)C=1NC2=C(C=NC=C2)N1